racemic-trans-1-((2R,3R)-2-(2-(6-(1H-imidazol-2-yl)pyrimidin-4-yl)-6-chloropyridin-4-yl)-3-methylmorpholino)prop-2-en-1-one N1C(=NC=C1)C1=CC(=NC=N1)C1=NC(=CC(=C1)[C@H]1OCCN([C@@H]1C)C(C=C)=O)Cl |r|